8-[(1R)-1-[2-[(3S)-3-hydroxy-1-piperidyl]anilino]ethyl]-3,6-dimethyl-2-morpholino-quinazolin-4-one O[C@@H]1CN(CCC1)C1=C(N[C@H](C)C=2C=C(C=C3C(N(C(=NC23)N2CCOCC2)C)=O)C)C=CC=C1